2-bromo-3-(1,4-benzodioxan-6-yl)-1-methylpyrazolo[4,5-b]pyridin BrN1N(C=2C(=NC=CC2)C1C1=CC2=C(OCCO2)C=C1)C